4-hydroxy-2,6-dimethyl-Benzenemethanol OC1=CC(=C(C(=C1)C)CO)C